ClC1=NC=NC=2N(C3=CC(=CC=C3C21)S(=O)(=O)NC2(CC2)C#N)C=2SC(=NN2)C(F)F 4-chloro-N-(1-cyanocyclopropyl)-9-(5-(difluoromethyl)-1,3,4-thiadiazol-2-yl)-9H-pyrimido[4,5-b]indole-7-sulfonamide